1-(3,3-difluorobutyl)pyrimidine-2,4(1H,3H)-dione, formic acid salt C(=O)O.FC(CCN1C(NC(C=C1)=O)=O)(C)F